BrC=1C=C(C=C(C1)Br)NC(NC1=C(C(=O)NCCCO)C=CC=C1)=O 3-(3,5-dibromophenyl)ureido-N-(3-hydroxy-propyl)benzamide